ClC1=C(C=C(C=2C3=C(NC12)CCNC(C3C)=O)OCCCO)Cl 7,8-Dichloro-10-(3-hydroxypropoxy)-1-methyl-3,4,5,6-tetrahydroazepino[4,5-b]indol-2(1H)-one